1-(2-(dimethylamino)ethyl)-N4-(5-fluoro-4-(1-methyl-1H-indol-3-yl)-7H-pyrrolo[2,3-d]pyrimidin-2-yl)-N1-methyl-2-nitrobenzene-1,4-diamine CN(CCC1(C(C=C(C=C1)NC=1N=C(C2=C(N1)NC=C2F)C2=CN(C1=CC=CC=C21)C)[N+](=O)[O-])NC)C